(S)-ethyl 8-(2-amino-6-((R)-1-(4-chloro-2-(2-methylthiazol-5-yl)phenyl)-2,2,2-trifluoroethoxy)pyrimidin-4-yl)-2,8-diazaspiro[4.5]decane-3-carboxylate NC1=NC(=CC(=N1)N1CCC2(C[C@H](NC2)C(=O)OCC)CC1)O[C@@H](C(F)(F)F)C1=C(C=C(C=C1)Cl)C1=CN=C(S1)C